2-(spiro[chroman-3,1'-cyclopentan]-6-yl)acetic acid C12(CCCC1)COC1=CC=C(C=C1C2)CC(=O)O